5-(5-cyano-6-((2-hydroxypropyl)amino)pyridin-3-yl)-N-cyclopropyl-2-fluoro-4-methylbenzamide C(#N)C=1C=C(C=NC1NCC(C)O)C=1C(=CC(=C(C(=O)NC2CC2)C1)F)C